1-(2,4-Dichloropyrimidin-5-yl)ethan-1-one ClC1=NC=C(C(=N1)Cl)C(C)=O